C(#C)C1=CC(=C(C=C1)C1=NN=C(C(N1C)=O)N[C@H]1CN(CCC1)C)O (R)-3-(4-ethynyl-2-hydroxyphenyl)-4-methyl-6-((1-methylpiperidin-3-yl)amino)-1,2,4-triazine-5(4H)-one